COC(=O)C=1C=C(C2=C(OC[C@H](N2)CC=C)C1)N (R)-3-allyl-5-amino-3,4-dihydro-2H-benzo[b][1,4]oxazine-7-carboxylic acid methyl ester